8-[5-(3-methylmorpholin-4-yl)pyridin-2-yl]-1,4-dioxaspiro[4.5]decan-8-ol CC1N(CCOC1)C=1C=CC(=NC1)C1(CCC2(OCCO2)CC1)O